3-hexyl-1-(4-(5-phenyloxazol-2-yl)phenyl)-1H-imidazol-3-ium C(CCCCC)[N+]1=CN(C=C1)C1=CC=C(C=C1)C=1OC(=CN1)C1=CC=CC=C1